3-amino-N-[(3R)-7-[(2S,4S)-4-amino-2-(methoxymethyl)pyrrolidin-1-yl]-3,4-dihydro-2H-1-benzopyran-3-yl]-6-methylthieno[2,3-b]pyridine-2-carboxamide NC1=C(SC2=NC(=CC=C21)C)C(=O)N[C@H]2COC1=C(C2)C=CC(=C1)N1[C@@H](C[C@@H](C1)N)COC